BrC1=C(C2=C(S1)C=C(C=C2)C2OC(C(O2)(C)C)(C)C)OC2=CC=C(C=C2)OCCBr 2-(2-bromo-3-(4-(2-bromoethoxy)phenoxy)benzo[b]thiophen-6-yl)-4,4,5,5-tetramethyl-Dioxolane